COC(C(=O)O)C1=CC(=CC=C1)N 2-methoxy-2-(3'-aminophenyl)acetic acid